1-(3-Amino-6-(2-hydroxyphenyl)pyridazin-4-yl)-4,4-difluoropiperidin NC=1N=NC(=CC1N1CCC(CC1)(F)F)C1=C(C=CC=C1)O